ClC1=NN=C(C2=C1CC1CCC2N1)Cl (±)-1,4-dichloro-6,7,8,9-tetrahydro-5H-5,8-epiminocyclohepta[d]pyridazine